(R)-3-methyl-2-(8-((1-methylpiperidin-3-yl)amino)imidazo[1,2-d][1,2,4]triazin-5-yl)phenol CC=1C(=C(C=CC1)O)C1=NN=C(C=2N1C=CN2)N[C@H]2CN(CCC2)C